8-((3R,4R)-4-(4-Cyclohexylphenoxy)-3-methylpiperidin-1-yl)-5-methyl-6-oxo-5,6-dihydro-1,5-naphthyridin-2-carbonitril C1(CCCCC1)C1=CC=C(O[C@H]2[C@@H](CN(CC2)C2=CC(N(C=3C=CC(=NC23)C#N)C)=O)C)C=C1